N1[C@@H](SCC1)C(=O)O 3-thiaproline